N-(1,1-dimethylsilacyclohexan-4-yl)-4-(trifluoromethyl)-1H-pyrrolo[2,3-b]pyridine-2-carboxamide C[Si]1(CCC(CC1)NC(=O)C1=CC=2C(=NC=CC2C(F)(F)F)N1)C